propionamide formate salt C(=O)O.C(CC)(=O)N